2,2'-anhydro-1-(β-D-arabinofuranosyl)cytosine C1=CN2[C@H]3[C@H]([C@@H]([C@H](O3)CO)O)OC2=NC1=N